[N+](=O)([O-])C1=CC=C(C(=O)C2=C(C(=C3C=CC=CN23)N2C(C=CC=C2)=O)C2=CC=C(C=C2)[N+](=O)[O-])C=C1 (3-(4-nitrobenzoyl)-2-(4-nitrophenyl)indolizin-1-yl)pyridin-2(1H)-one